CC1=CC=C(C=C1)S(=O)(=O)O.N[C@@H](C(=O)N1[C@@H](CC1)C(=O)NCC=1C=C2C=CN=C(C2=CC1)N)CCC1=CC=CC=C1 (2S)-1-[(2R)-2-amino-4-phenylbutyryl]-N-[(1-aminoisoquinolin-6-yl)methyl]Azetidine-2-carboxamide p-toluenesulphonate